N-((3-(1-(2-(3-((4,6-Difluoro-1H-indol-5-yl)oxy)phenyl)-1H-imidazol-5-yl)-1-hydroxyethyl)benzyl)sulfonyl)acetamide FC1=C2C=CNC2=CC(=C1OC=1C=C(C=CC1)C=1NC(=CN1)C(C)(O)C=1C=C(CS(=O)(=O)NC(C)=O)C=CC1)F